CN(C)\C=C\1/COCCC1=O (E)-3-((dimethylamino)methylene)tetrahydro-4H-pyran-4-one